Cl.C(C)C=1C(NC2=CC(=C(C=C2C1)C)CN1CCNCC1)=O 3-ethyl-6-methyl-7-(piperazin-1-ylmethyl)quinolin-2(1H)-one hydrochloride